2-(tert-butyl)-9-(2-carboxycyclohexyl)carbonyloxyanthracene C(C)(C)(C)C1=CC2=C(C3=CC=CC=C3C=C2C=C1)OC(=O)C1C(CCCC1)C(=O)O